O=C(CO\N=C\[C@H](C)NC(OC(C)(C)C)=O)N1CCN(CC1)C1=NC=C(C=N1)C(F)(F)F (S,E)-tert-butyl (1-((2-oxo-2-(4-(5-(trifluoromethyl)pyrimidin-2-yl) piperazin-1-yl)ethoxy)imino)propan-2-yl)carbamate